BrC1=CC=C(C=C1)C[C@@H](COC)N (S)-1-(4-bromophenyl)-2-amino-3-methoxypropane